ClC1=C(C=C(C=C1)F)C1=NC(C2=CC(=CC(=C12)C1N(C2=CC=CC=C2C1)C(=O)N)C=1C=NN(C1)C1CC1)=NOCC 3-(2-chloro-5-fluorophenyl)-6-(1-cyclopropyl-1H-pyrazol-4-yl)-1-(ethoxyimino)isoIndol-4-yl-indoline-1-carboxamide